5-(5-(2-(2H-tetrazol-5-yl)propan-2-yl)-2-methoxybenzyl)-N4-butyl-6-methylpyrimidine-2,4-diamine N=1NN=NC1C(C)(C)C=1C=CC(=C(CC=2C(=NC(=NC2C)N)NCCCC)C1)OC